ClC1=C(N=C(S1)N1CCC(CC1)(F)F)C=1N=NN(C1)C1=C(C=C(C=C1)C(CO)S(=O)(=O)N)N1CCC2(CC2)CC1 (4-(4-(5-chloro-2-(4,4-difluoropiperidin-1-yl)thiazol-4-yl)-1H-1,2,3-triazol-1-yl)-3-(6-azaspiro[2.5]oct-6-yl)phenyl)-2-hydroxyethane-1-sulfonamide